2-[{3-[(trans)-2-(4-Heptylphenyl)cyclopropyl]propanoyl}(4-methoxybenzyl)amino]ethyl dihydrogen phosphate ammonium salt [NH4+].P(=O)(OCCN(CC1=CC=C(C=C1)OC)C(CC[C@H]1[C@@H](C1)C1=CC=C(C=C1)CCCCCCC)=O)(O)O